1-methyl-N-[4-[4-(1-methyl-4-piperidyl)phenoxy]-6-(o-tolyl)-5-(trifluoromethyl)-2-pyridyl]pyrazole-4-sulfonamide CN1N=CC(=C1)S(=O)(=O)NC1=NC(=C(C(=C1)OC1=CC=C(C=C1)C1CCN(CC1)C)C(F)(F)F)C1=C(C=CC=C1)C